calcium-magnesium salt [Mg].[Ca]